3-[(pyrimidin-2-yl)-amino]propanoic acid N1=C(N=CC=C1)NCCC(=O)O